trans-8-methoxy-1,3-Diazaspiro[4.5]decane-2,4-dione COC1CCC2(C(NC(N2)=O)=O)CC1